C(=O)(OC(C)(C)C)C1NCCCN(C1)C1=NC=CC=C1 2-Boc-4-(2-pyridinyl)homopiperazine